CC(CCCCCCCCC(C)C)=O isotridecanone